ClC=1C=C2CCN(CC2=C(C1)[C@H]1N(CCC1)C(=O)OC(C)(C)C)C([C@](C(F)(F)F)(C)O)=O tert-butyl (S)-2-(6-chloro-2-((S)-3,3,3-trifluoro-2-hydroxy-2-methylpropionyl)-1,2,3,4-tetrahydroisoquinolin-8-yl)pyrrolidine-1-carboxylate